3-(5-(2-(1H-Tetrazol-5-yl)phenyl)isoindolin-2-yl)-5-ethylisoxazole N1N=NN=C1C1=C(C=CC=C1)C=1C=C2CN(CC2=CC1)C1=NOC(=C1)CC